tert-butyl 6-bromo-3-fluoro-5',6'-dihydro-[2,3'-bipyridine]-1'(2'H)-carboxylate BrC1=CC=C(C(=N1)C=1CN(CCC1)C(=O)OC(C)(C)C)F